methyl 6-[3-[2-[2-[2-[5-[(3aS,4S,6aR)-2-oxo-1,3,3a,4,6,6a-hexahydrothieno[3,4-d]imidazol-4-yl]pentanoylamino]ethoxy]ethoxy]ethoxy]phenoxy]pyridine-3-carboxylate O=C1N[C@H]2[C@@H](N1)CS[C@H]2CCCCC(=O)NCCOCCOCCOC=2C=C(OC1=CC=C(C=N1)C(=O)OC)C=CC2